C(C(C)=C)OCCC[Si](C)(C)C gamma-(methallyloxy)propyltrimethylsilane